C1(=CC=CC=C1)P(C(C1=C(C=C(C=C1OC)OC)OC)=O)(C(C1=C(C=C(C=C1OC)OC)OC)=O)=O phenyl-bis(2,4,6-trimethoxybenzoyl)phosphine oxide